2'-(8-fluoroquinolin-3-yl)-5',6'-dihydrospiro[azetidine-3,4'-pyrrolo[1,2-b]pyrazole] FC=1C=CC=C2C=C(C=NC12)C=1C=C2N(N1)CCC21CNC1